cis-N-cyclobutyl-5-(5-((7-ethyl-6-oxo-5,6-dihydro-1,5-naphthyridin-3-yl)methyl)-2,5-diazabicyclo[4.2.0]octane-2-yl)pyridineamide C1(CCC1)NC(=O)C1=NC=C(C=C1)N1[C@@H]2CC[C@@H]2N(CC1)CC=1C=NC=2C=C(C(NC2C1)=O)CC